CSCOCOC(CC#N)C 3-((methylthiomethoxy)methoxy)butyronitrile